N-(3-(1,2,4-oxadiazol-3-yl)thiophen-2-yl)-2-(6,7-difluoro-2-oxoquinolin-1(2H)-yl)acetamide O1N=C(N=C1)C1=C(SC=C1)NC(CN1C(C=CC2=CC(=C(C=C12)F)F)=O)=O